tert-butyl 3-(2-bromoethyl)azetidine-1-carboxylate BrCCC1CN(C1)C(=O)OC(C)(C)C